ClCC(=O)NCCNC(CCl)=O N,N'-bis(chloroacetyl)-ethylenediamine